imidazo[2,1-f][1,2,4]triazin-4-ol N=1N2C(C(=NC1)O)=NC=C2